2-(3-(1H-1,2,3-triazol-1-yl)propyl)isoindoline-1,3-dione N1(N=NC=C1)CCCN1C(C2=CC=CC=C2C1=O)=O